Ethyl 5-[6-(cyclopropyl-amino)pyridin-3-yl]-1-(oxan-4-yl)pyrazole-4-carboxylate C1(CC1)NC1=CC=C(C=N1)C1=C(C=NN1C1CCOCC1)C(=O)OCC